C1(CC1)C1=C(C=C(C#N)C=C1)S(=O)(=O)N1CCOCC1 4-cyclopropyl-3-(morpholinosulfonyl)benzonitrile